2-[(6-chloro-2-cyclopropyl-1,3-benzoxazol-5-yl)methyl]-4,4-dimethyl-isoxazolidin-3-one ClC1=CC2=C(N=C(O2)C2CC2)C=C1CN1OCC(C1=O)(C)C